5-methyl-2-oxo-1,3-dioxole CC1=COC(O1)=O